C(C)(C)(C)C1=CC=C(C=C1)CC(COC(CC1=CC(=C(C=C1)O)OC)=O)C 2-(4-hydroxy-3-methoxyphenyl)acetic acid 3-(4-(tert-butyl) Phenyl)-2-methylpropyl ester